O1CCC(CC1)C(C)N1N=C(C2=CC=CC=C12)C(=O)O 1-(1-(tetrahydro-2H-pyran-4-yl)ethyl)-1H-indazole-3-carboxylic acid